Palladium Palladium hydrid [PdH2].[Pd]